N-((3S,4R)-1-(cyclopropylmethyl)-4-(2,6-difluoro-4-methoxyphenyl)-2-oxopyrrolidin-3-yl)-4-(difluoromethoxy)benzamide C1(CC1)CN1C([C@H]([C@@H](C1)C1=C(C=C(C=C1F)OC)F)NC(C1=CC=C(C=C1)OC(F)F)=O)=O